(1R,2S,5R)-2-isopropyl-5-methylcyclohexyl-(E)-2-oxo-4-phenylbut-3-enoic acid C(C)(C)[C@H]1[C@@H](C[C@@H](CC1)C)/C(/C(C(=O)O)=O)=C\C1=CC=CC=C1